ClC=1C=NC(=C(C(=O)NC2CCC(CC2)CN2C(N(C3=C2C=CC=C3)C=3C=CC(=NC3)C(=O)NC=3C=NC=CC3)=O)C1)C 5-(3-(((1r,4r)-4-(5-chloro-2-methylnicotinamido)cyclohexyl)methyl)-2-oxo-2,3-dihydro-1H-benzo[d]imidazol-1-yl)-N-(pyridin-3-yl)picolinamide